(R)-N-(3-(1-((2-amino-5-(1-methyl-1H-pyrazol-5-yl)pyridin-3-yl)oxy)ethyl)phenyl)-4-(methylthio)benzamide NC1=NC=C(C=C1O[C@H](C)C=1C=C(C=CC1)NC(C1=CC=C(C=C1)SC)=O)C1=CC=NN1C